FC(CN1N=NC=2C1=NC(=CC2)C=2C=CN1N=C(N=C(C12)N)N[C@@H]1[C@@H](CN(CC1)C1COC1)F)F 5-(3-(2,2-Difluoroethyl)-3H-[1,2,3]triazolo[4,5-b]pyridin-5-yl)-N2-((3R,4S)-3-fluoro-1-(oxetan-3-yl)piperidin-4-yl)pyrrolo[2,1-f][1,2,4]triazine-2,4-diamine